FC=1C(=C(C=CC1O)CC(=O)NCC(=O)NO)O 2-(3-Fluoro-2,4-dihydroxyphenyl)-N-(2-(hydroxy-amino)-2-oxoethyl)acetamide